6-bromodibenzofuran BrC1=CC=CC=2C3=C(OC21)C=CC=C3